2-(2-hydroxyethylsulfonyl)ethanol OCCS(=O)(=O)CCO